2-(naphthalen-2-yl)-1,4-diphenylbutane-1,4-dione C1=C(C=CC2=CC=CC=C12)C(C(=O)C1=CC=CC=C1)CC(=O)C1=CC=CC=C1